C(#C)C1=CC=C(C=C1)CCC 1-ethynyl-4-propylbenzene